ClC(C1=NC(=NO1)C1=CC=C(C=C1)P(OCC)(=O)NC1=C(C=CC=C1)F)(F)F ethyl P-(4-(5-(chlorodifluoromethyl)-1,2,4-oxadiazol-3-yl)phenyl)-N-(2-fluorophenyl)phosphonamidate